GERANYL-BUTYRATE C(\C=C(/C)\CCC=C(C)C)OC(CCC)=O